(7R,14R)-11-chloro-10-fluoro-6-(methyl-d3)-5-oxo-5,6,7,14-tetrahydro-7,14-methanobenzo[f]benzo[4,5]imidazo[1,2-a][1,4]diazocin-1-yl trifluoromethanesulfonate FC(S(=O)(=O)OC1=CC=CC=2C(N([C@H]3C=4N([C@@H](C21)C3)C3=C(N4)C=C(C(=C3)Cl)F)C([2H])([2H])[2H])=O)(F)F